silyl-acrylate [SiH3]OC(C=C)=O